F[C@@]12CN(C[C@@](CC1)(N2)F)C=2C1=C(N=C(N2)OCC23CCCN3CCC2)C(=C(N=C1)C1=CC(=CC2=CC=C(C(=C12)C#C)F)O)F 4-(4-((1R,5S)-1,5-difluoro-3,8-diazabicyclo[3.2.1]octan-3-yl)-8-fluoro-2-((tetrahydro-1H-pyrrolizin-7a(5H)-yl)methoxy)pyrido[4,3-d]pyrimidin-7-yl)-5-ethynyl-6-fluoronaphthalen-2-ol